FC(C1=C(C=NN1C1=NC=CC=C1Cl)C(=O)Cl)(F)F 5-trifluoromethyl-1-(3-chloropyridin-2-yl)-1H-pyrazole-4-carbonyl chloride